2-(4-chloro-2,6-dimethylphenyl)-4,4,5,5-tetramethyl-1,3,2-dioxaborolane ClC1=CC(=C(C(=C1)C)B1OC(C(O1)(C)C)(C)C)C